N-(5-acetyl-3-furyl)-acetamide C(C)(=O)C1=CC(=CO1)NC(C)=O